1,2,3,5-hexantetrol C(C(C(CC(C)O)O)O)O